ClC1=C(N)C=CC(=C1)C1=CN=C(N1C)C 2-chloro-4-(1,2-dimethyl-1H-imidazol-5-yl)aniline